FC(C(=O)N1CCC(=CC1)C1=NC=CC=C1OC=1C=NC(=CC1)C(F)(F)F)=C 2-fluoro-1-(3-((6-(trifluoromethyl)pyridin-3-yl)oxy)-3',6'-dihydro-[2,4'-bipyridin]-1'(2'H)-yl)prop-2-en-1-one